OC1=CC(=CC=C1N(CCO)CCO)[N+](=O)[O-] 1-hydroxy-6-[bis(β-hydroxyethyl)amino]-3-nitrobenzene